(Z)-3-(5-(4-(4-(2-(4-(1-(4-hydroxyphenyl)-2-phenylbut-1-en-1-yl)phenoxy)ethyl)piperazine-1-carbonyl)piperazin-1-yl)-1-oxoisoindolin-2-yl)piperidine-2,6-dione OC1=CC=C(C=C1)/C(=C(\CC)/C1=CC=CC=C1)/C1=CC=C(OCCN2CCN(CC2)C(=O)N2CCN(CC2)C=2C=C3CN(C(C3=CC2)=O)C2C(NC(CC2)=O)=O)C=C1